C1OCC12CCN(CC2)C2=NC=CC(=N2)COC2=CC=C(C=C2)C(C)(C)C2=CC=C(OCCCNC=1C=C3C(N(C(C3=CC1)=O)C1C(NC(CC1)=O)=O)=O)C=C2 5-((3-(4-(2-(4-((2-(2-oxa-7-azaspiro[3.5]nonan-7-yl)pyrimidin-4-yl)methoxy)phenyl)propan-2-yl)phenoxy)propyl)amino)-2-(2,6-dioxopiperidin-3-yl)isoindolin-1,3-dione